5,5'-bis(mercaptomethyl)-2,2'-bipyridine SCC=1C=CC(=NC1)C1=NC=C(C=C1)CS